6'-fluoro-N-(4-fluoro-3-(oxetan-3-ylcarbamoyl)benzyl)-4'-oxo-3',4'-dihydro-1'H-spiro[piperidine-4,2'-quinoline]-1-carboxamide FC=1C=C2C(CC3(NC2=CC1)CCN(CC3)C(=O)NCC3=CC(=C(C=C3)F)C(NC3COC3)=O)=O